CN1CCN(CC1)CC1=C(C=CC=C1)C1=CC=C(C=C1)C1=NNC=C1C1=C2C(NCNC2=CC=C1)=O 5-[3-[4-[(4-methylpiperazin-1-yl)methylphenyl]phenyl]-1H-pyrazol-4-yl]-2,3-dihydroquinazolin-4-one